C1OC2(CC(PC(C2)(C)C)(C)C)OC1 4,4-(ethylenedioxy)-2,2,6,6-tetramethylphosphinane